C(CCCCCCCCCCCCCCC)(=O)OC(C1CCOCC1)I Iodo(tetrahydro-2H-pyran-4-yl)methyl palmitate